C1(CC1)C1(OC2CC34C(C(C(C2(O1)C)C4)(C)C)CCC3C)C 5-cyclopropyl-5,7,9,9,13-pentamethyl-4,6-dioxatetracyclo[6.5.1.01,10.03,7]tetradecane